3-methylbicyclo[1.1.1]pentane-1-amine hydrochloride Cl.CC12CC(C1)(C2)N